C(C)(C)(C)OC(N(C(C)C)S(=O)(=O)C1=CC(=C(C=C1)NC1=NC=CC(=C1)C(F)(F)F)Br)=O.C(C1CO1)OCCC[Si](OC(C)C)(OC(C)C)OC(C)C glycidoxypropyl-triisopropoxysilane tert-Butyl-N-[3-bromo-4-[[4-(trifluoromethyl)-2-pyridyl]amino]phenyl]sulfonyl-N-isopropyl-carbamate